3-(amino(phenyl)methyl)benzonitrile hydrochloride Cl.NC(C=1C=C(C#N)C=CC1)C1=CC=CC=C1